2-amino-4-(trifluoromethyl)thiophene-3-carboxylic acid methyl ester COC(=O)C1=C(SC=C1C(F)(F)F)N